OC(CN)C 2-hydroxypropylamine